C1(CC1)S(=O)(=O)C1=CC2=C([C@@H](CO2)N(C(OC(C)(C)C)=O)C)C=C1 tert-butyl (S)-(6-(cyclopropylsulfonyl)-2,3-dihydrobenzofuran-3-yl)(methyl)carbamate